ClC=1C(=NC=CC1)C(CNC1(CCCCC1)C#N)(C)C ((2-(3-chloropyridin-2-yl)-2-methylpropyl)amino)cyclohexane-1-carbonitrile